(3S)-1-{3-[(4-chloro-2-fluorophenyl)methoxy]-4-fluorophenyl}-3-methylpiperazine TFA salt OC(=O)C(F)(F)F.ClC1=CC(=C(C=C1)COC=1C=C(C=CC1F)N1C[C@@H](NCC1)C)F